CIS-4-HYDROXY-L-PROLINE O[C@H]1C[C@H](NC1)C(=O)O